Methyl 4-(2-(4-chloro-3,5-dimethylphenoxy)ethoxy)quinoline-2-carboxylate ClC1=C(C=C(OCCOC2=CC(=NC3=CC=CC=C23)C(=O)OC)C=C1C)C